4-[(3S)-3-amino-3-methylpyrrolidin-1-yl]-N-(cyclopropylmethyl)-N-methyl-5-(4-methyl-1H-1,3-benzodiazol-2-yl)pyridine-3-carboxamide N[C@@]1(CN(CC1)C1=C(C=NC=C1C1=NC2=C(N1)C=CC=C2C)C(=O)N(C)CC2CC2)C